ClC=1C=C(NC2(CCC3(C(CC4=CC5=C(OCC5)C=C34)C[C@H](CO)C)CC2)C(=O)OC)C=CC1 methyl (1r,4R)-4-(3-chloroanilino)-6'-[(2R)-3-hydroxy-2-methylpropyl]-2',3',5',6'-tetrahydrospiro[cyclohexane-1,7'-indeno[5,6-b]furan]-4-carboxylate